methyl 2-(2-(chloromethyl)allyl)-4,4-difluoropyrrolidin-2-carboxylate ClCC(CC1(NCC(C1)(F)F)C(=O)OC)=C